8-fluoro-7-(hydroxymethyl)-1H-quinoline FC=1C(=CC=C2C=CCNC12)CO